FC(C(=O)NC1=C(C(=O)N)C=CC=C1)(F)F 2-[(2,2,2-trifluoroacetyl)amino]benzamide